FC1(CN(CC[C@H]1NC1=NN2C(C(=N1)OC)=C(C=C2)C=2C=CC1=C(N(C=N1)CC(F)F)C2)C2COC2)F (R)-N-(3,3-difluoro-1-(oxetan-3-yl)piperidin-4-yl)-5-(1-(2,2-difluoroethyl)-1H-benzo[d]imidazol-6-yl)-4-methoxypyrrolo[2,1-f][1,2,4]triazin-2-amine